[IH2+].[Pb].C(=N)[NH-] formamidine lead iodonium salt